3-(4-bromo-3-ethyl-2-oxo-benzimidazol-1-yl)piperidine-2,6-dione BrC1=CC=CC=2N(C(N(C21)CC)=O)C2C(NC(CC2)=O)=O